5-(5-((Z)-((1R,5S)-9-azabicyclo[3.3.1]nonan-3-ylidene)methyl)pyrazin-2-yl)-2-(1H-imidazol-1-yl)pyridin-4-ol [C@H]12CC(C[C@H](CCC1)N2)=CC=2N=CC(=NC2)C=2C(=CC(=NC2)N2C=NC=C2)O